2-(Pyridin-3-yl)-1H-benzo[d]imidazole-4-carboxamide N1=CC(=CC=C1)C1=NC2=C(N1)C=CC=C2C(=O)N